4-bromo-6-methyl-1-tetrahydropyran-2-yl-5-(2,2,2-trifluoroethyl)indazole BrC1=C2C=NN(C2=CC(=C1CC(F)(F)F)C)C1OCCCC1